CC1=C(C(=C(C1([CH2+])C)C)C)C pentamethylcyclopentadienylcarbenium